hydroxy-4'H,6'H-spiro[cyclohexane-1,5'-pyrrolo[1,2-c][1,2,3]triazole]-4-carboxylic acid tert-butyl ester C(C)(C)(C)OC(=O)C1CCC2(CC=3N(N=NC3O)C2)CC1